O1C(=NC2=C1C=CC=C2)NC2=NC1=C(N2C)C=C(C(=C1)C(=O)NCCOCCO)F 2-(benzo[d]oxazol-2-ylamino)-6-fluoro-N-(2-(2-hydroxyethoxy)ethyl)-1-methyl-1H-benzo[d]imidazole-5-carboxamide